FC1=C(C=C(CNC(=O)C23CC4(CC(CC(C2)C4)C3)C3=CC=C(C=C3)Cl)C=C1)C(F)(F)F 3-(4-Chloro-phenyl)-adamantane-1-carboxylic acid 4-fluoro-3-trifluoromethyl-benzylamide